ClC1=C(C=CC=C1)C1=C(C2=C(N=C(N=C2)NC2=CC(=C(C=C2)N2C[C@@H](N([C@@H](C2)C)C)C)C)N(C1=O)[C@@H]1CN(CCC1)C(CC)=O)C 6-(2-chlorophenyl)-5-methyl-2-((3-methyl-4-((3S,5R)-3,4,5-trimethylpiperazin-1-yl)phenyl)amino)-8-((S)-1-propionylpiperidin-3-yl)pyrido[2,3-d]pyrimidin-7(8H)-one